C1(=CC=CC=2C3=CC=CC=C3NC12)C1=C(C=CC=C1)C1=C(C=2NC3=CC=CC=C3C2C=C1)C1=C(C(=CC=2C3=CC=CC=C3CC12)C)C [(carbazolyl)phenyl](dimethylfluorenyl)carbazole